C(C)(=O)C(C(C(=O)O)(O)C(C)=O)(O)C(=O)O.C(CCCCCCCCCCC\C=C/CCCCCCCC)(=O)O.OCC(O)CO glycerol monoerucate diacetyl-tartrate